CC1=CC(=C(C(=C1)C)C2=C(C3(CCCC3)OC2=O)OC(=O)CC(C)(C)C)C The molecule is a butenolide that is but-2-en-4-olide bearing a 2,4,6-trimethylphenyl group at position 3, a 3,3-dimethylbutyryloxy group at position 4 and a spiro-fused cyclopentyl ring at position 5. It has a role as an insecticide. It derives from a 1,3,5-trimethylbenzene and a 3,3-dimethylbutyric acid.